C(C#C)C(C(=O)O)CCCCCC 2-(prop-2-yn-1-yl)octanoic acid